NC1=C(C=C(C=C1OC1=CC(=CC=C1)S(NCCC)(=O)=O)C1=CC=C(C=C1)Cl)C(=O)N 4-amino-4'-chloro-5-(3-(N-propylsulfamoyl)phenoxy)-[1,1'-biphenyl]-3-carboxamide